tert-butyl 2-(2-fluoro-3-((1-methylcyclopropyl)ethynyl)benzyl)-3-(methylsulfonamido)piperidine-1-carboxylate FC1=C(CC2N(CCCC2NS(=O)(=O)C)C(=O)OC(C)(C)C)C=CC=C1C#CC1(CC1)C